7-oxo-1,3-diazaspiro[4.4]nonane-2,4-dione O=C1CC2(C(NC(N2)=O)=O)CC1